6-(beta-aminoethoxy)-1,3-diaminobenzene NCCOC1=CC=C(C=C1N)N